(R)-2-methyl-N-(thien-3-ylmethylene)propane-2-sulfinamide (cis)-tert-butyl-1-benzyl-3-oxohexahydro-1H-pyrrolo[2,3-c]pyridine-6(2H)-carboxylate C(C)(C)(C)OC(=O)N1C[C@@H]2[C@H](CC1)C(CN2CC2=CC=CC=C2)=O.CC(C)(C)[S@@](=O)N=CC2=CSC=C2